2,4,6-triaminophenyl-1-ethanone NC1=C(C(=CC(=C1)N)N)C(C)=O